(3S,4R)-4-phenyl-3-{[4-(pyridin-3-yl)phenyl]carbamoyl}pyrrolidine-1-carboxylic acid tert-butyl ester C(C)(C)(C)OC(=O)N1C[C@H]([C@@H](C1)C1=CC=CC=C1)C(NC1=CC=C(C=C1)C=1C=NC=CC1)=O